ClC1=C(C=C(C=C1)NC(=O)NC1=CC=C(C=C1)Cl)[N+](=O)[O-] 1-(4-chloro-3-nitrophenyl)-3-(4-chlorophenyl)urea